methyl (S)-2-((2,5-dicarbonyl-2,5-dihydro-1H-pyrrol-1-yl) methyl)-1-(oxetan-2-ylmethyl)-1H-benzo[d]imidazole-6-carboxylate C(=O)=C1N(C(C=C1)=C=O)CC1=NC2=C(N1C[C@H]1OCC1)C=C(C=C2)C(=O)OC